2-(5-((E)-((1s,2s,5r)-2-fluoro-1-methyl-8-azabicyclo[3.2.1]oct-3-ylidene)methyl)pyrazin-2-yl)-5-(5-methyl-2H-tetrazol-2-yl)phenol F[C@@H]\1[C@@]2(CC[C@H](C/C1=C\C=1N=CC(=NC1)C1=C(C=C(C=C1)N1N=C(N=N1)C)O)N2)C